C(C1=CC=CC=C1)(C1=CC=CC=C1)=NC(C(=O)OC)C1COCC1 methyl 2-(benzhydrylideneamino)-2-tetrahydrofuran-3-yl-acetate